PC=1NC2=CC=C(C=C2C1)N phosphinoindole-5-amine